CN1CCN(CC1)[C@H]1[C@@H](CCCC1)O syn,trans-2-(4-methylpiperazin-1-yl)cyclohexanol